O=C1N(C(CC1)=O)N(C(O)=O)C.C(#N)C1=CC=C(C=N1)N1[C@H]([C@H](CC1)NS(=O)(=O)C)CO[C@@H]1CC[C@@H](CC1)C1=CC=CC=C1 N-((2R,3S)-1-(6-cyanopyridin-3-yl)-2-((((CIS)-4-phenylcyclohexyl)oxy)methyl)pyrrolidin-3-yl)methanesulfonamide 2,5-dioxopyrrolidin-1-yl-N-methylcarbamate